1-Methyl-5-nitro-indazole CN1N=CC2=CC(=CC=C12)[N+](=O)[O-]